C(CC\C=C/CCCCC)C(CCCC\C=C/CCCCC)CCC\C=C/CCCCC (6Z,16Z)-12-((Z)-dec-4-enyl)docosa-6,16-dien